3-((5-bromo-2-chloropyridin-3-yl)oxy)azetidine-1-carboxylic acid tert-butyl ester C(C)(C)(C)OC(=O)N1CC(C1)OC=1C(=NC=C(C1)Br)Cl